C(CCCCC)C(=C=CCO)CCCCCC 4-hexyl-decan-2,3-diene-1-ol